C1(CC1)C#CC1=CN=C(S1)NC(=O)C=1C=NC(=CC1C1=CC(=NC=C1OC)C(F)F)C1=NN(C=C1)C N-(5-(cyclopropylethynyl)thiazol-2-yl)-2'-(difluoromethyl)-5'-methoxy-6-(1-methyl-1H-pyrazol-3-yl)-[4,4'-bipyridine]-3-carboxamide